ClC1=NC(=CC(=N1)N(CCOCCOCCC(=O)OC(C)(C)C)C)C tert-butyl 3-(2-(2-((2-chloro-6-methylpyrimidin-4-yl)(methyl)amino)ethoxy)ethoxy)propanoate